2-chloro-N-methyl-pyrimidine ClC1N(C=CC=N1)C